(S)-2-((2-chloro-5-(((tetrahydrofuran-3-yl)oxy)methyl)pyrimidin-4-yl)oxy)-1-fluoro-5,6,8,9,10,11-hexahydro-7H-pyrido[3',4':4,5]pyrrolo[2,3-f]isoquinolin-7-one ClC1=NC=C(C(=N1)OC=1N=CC=2CCC3=C(C2C1F)NC1=C3C(NCC1)=O)CO[C@@H]1COCC1